N-hexadecanoyltyrosine C(CCCCCCCCCCCCCCC)(=O)N[C@@H](CC1=CC=C(C=C1)O)C(=O)O